S1C2=C(C=C1C(C(=C)C1=CC=C(C=C1)C(C)(C)C)=O)C=CC=C2 1-(benzo[b]thiophen-2-yl)-2-(4-(tert-butyl)phenyl)prop-2-en-1-one